N-(3,5-Dimethoxyphenyl)-2-ethynyl-N-(1-(4-fluoro-2-methylphenyl)-2-oxopyrrolidin-3-yl)thiazole-4-carboxamide COC=1C=C(C=C(C1)OC)N(C(=O)C=1N=C(SC1)C#C)C1C(N(CC1)C1=C(C=C(C=C1)F)C)=O